N-(6-methyl-2-pyridyl)-7-(1,3,5-trimethylpyrazol-4-yl)benzofuran-2-carboxamide CC1=CC=CC(=N1)NC(=O)C=1OC2=C(C1)C=CC=C2C=2C(=NN(C2C)C)C